3-(methoxymethyl)-1-methyl-N-(5-((1R,3S)-3-((2-methylpyridin-3-yl)oxy)cyclopentyl)-1H-pyrazol-3-yl)-1H-pyrazole-5-carboxamide COCC1=NN(C(=C1)C(=O)NC1=NNC(=C1)[C@H]1C[C@H](CC1)OC=1C(=NC=CC1)C)C